(3aR,5s,6aS)-N-(6-(2,4-dimethyl-2H-indazol-5-yl)-5-(trifluoromethyl)pyridazin-3-yl)-N-(methyl-d3)-2-((tetrahydro-2H-pyran-4-yl)methyl)octahydrocyclopenta[c]pyrrol-5-amine CN1N=C2C=CC(=C(C2=C1)C)C1=C(C=C(N=N1)N(C1C[C@@H]2[C@@H](CN(C2)CC2CCOCC2)C1)C([2H])([2H])[2H])C(F)(F)F